ClC1=C(C=C(C=C1)Cl)C1=NC(=NC=C1)C(=O)NC1=C(C=C(C=C1C)CN1CC(NCC1)=O)C 4-(2,5-dichlorophenyl)-N-(2,6-dimethyl-4-((3-oxopiperazin-1-yl)methyl)phenyl)pyrimidine-2-carboxamide